CC1(C=2C=CC(=CC2C(CC1)(C)C)SC1=CC=C(C=C1)CC(=O)OC)C methyl 2-{4-[(5,5,8,8-tetramethyl-5,6,7,8-tetrahydronaphthalen-2-yl)sulfanyl] phenyl}acetate